(S)-7-(benzyloxy)-N-(5-(5-(2-((tert-butyldiphenylsilyl)oxy)-3,3-difluoropropyl)-1,2,4-oxadiazol-3-yl)-2-methylphenyl)imidazo[1,2-a]pyridine-3-carboxamide C(C1=CC=CC=C1)OC1=CC=2N(C=C1)C(=CN2)C(=O)NC2=C(C=CC(=C2)C2=NOC(=N2)C[C@@H](C(F)F)O[Si](C2=CC=CC=C2)(C2=CC=CC=C2)C(C)(C)C)C